FC=1C=C(C=CC1C1(C(C(=CC2=CC=CC=C12)\N=N\[H])N)S(=O)(=O)O)C1=CC(=C(C=C1)C1(C(C(=CC2=CC=CC=C12)\N=N\[H])N)S(=O)(=O)O)F 1,1'-(3,3'-difluoro[1,1'-biphenyl]-4,4'-diyl)bis{2-amino-3-[(E)-diazenyl]naphthalene-1-sulfonic acid}